C1OCC12CN(CC2)C=2C=C(C=NC2)N2C[C@@H](CC2)C=2C=C(C(=O)NC1=CC(=CC=C1)C(F)(F)F)C=CC2C (S)-3-(1-(5-(2-oxa-6-azaspiro[3.4]octan-6-yl)pyridin-3-yl)pyrrolidin-3-yl)-4-methyl-N-(3-(trifluoromethyl)phenyl)benzamide